6-bromothieno[3,2-b]pyridine BrC=1C=C2C(=NC1)C=CS2